C1(CC(CCC1)CN1C(C=CC1=O)=O)CN1C(C=CC1=O)=O 1'-(cyclohexane-1,3-diylbismethylene)bis(1H-pyrrole-2,5-dione)